C(C)(C)[Si](N1C=NC=C1)(C)C 1-(isopropyldimethylsilyl)imidazole